[bis(2-methoxyethyl)amine] sulfur trifluoride [S](F)(F)F.COCCNCCOC